C1(=C(C=CC=C1)C=1N=NN(C1)C1=CC=C(C=C1)C)C 4-(o-tolyl)-1-(p-tolyl)-1H-1,2,3-triazole